3-(t-Butyl)benzoyl chloride C(C)(C)(C)C=1C=C(C(=O)Cl)C=CC1